ClC=1C=CC=C2C=C(NC12)C(=O)N1CCOC2(CCC2)C1C(=O)N[C@@H](C[C@H]1C(NCC1)=O)C(CF)=O 8-(7-chloro-1H-indole-2-carbonyl)-N-((S)-4-fluoro-3-oxo-1-((S)-2-oxopyrrolidin-3-yl)butan-2-yl)-5-oxa-8-azaspiro[3.5]nonane-9-carboxamide